C(C)OC(CCCCCOCC1(CC(N(C1)C(CNC(CCCOC1=CC=CC=C1)=O)=O)C(=O)O)F)=O 4-(((6-ethoxy-6-oxohexyl)oxy)methyl)-4-fluoro-1-((4-phenoxybutyryl)glycyl)pyrrolidine-2-carboxylic acid